NC1=C(C=C(C=2C(C3=CC=CC=C3C(C12)=O)=O)O)Br 1-Amino-2-bromo-4-hydroxyanthraquinone